({4-[(3-methylbutyl)amino]-3-nitrophenyl}carbonyl)piperazine-1-carboxylic acid 2-methylpropan-2-yl ester CC(C)(C)OC(=O)N1C(CNCC1)C(=O)C1=CC(=C(C=C1)NCCC(C)C)[N+](=O)[O-]